FC=1C=C2C(C(=CN(C2=CC1N1[C@H](CCC1)COC1=NC=CC=C1)C1=C(C=C(C=C1)O)C(F)(F)F)C(=O)O)=O (R)-6-fluoro-1-(4-hydroxy-2-(trifluoro-methyl)phenyl)-4-oxo-7-(2-((pyridin-2-yloxy)methyl)pyrrolidin-1-yl)-1,4-dihydro-quinoline-3-carboxylic acid